2-cyclopentylcarboxylaminonaphtho[1,2-d]thiazole C1(CCCC1)C=1SC2=C(N1)C1=CC=CC=C1C=C2NC(=O)O